mercaptonorleucine SN[C@@H](CCCC)C(=O)O